ClC1=C(C(=NC=N1)N)C=1OC(=NN1)C1CC1 6-chloro-5-(5-cyclopropyl-1,3,4-oxadiazol-2-yl)pyrimidin-4-amine